BrC=1C=C(CN2N=NC(=C2)COC(=O)C2=C(C(C=C3OC4=CC=CC(=C4N=C23)CO)=O)N)C=CC1 2-amino-9-hydroxymethyl-3-oxo-3H-phenoxazine-1-carboxylic acid 1-(3-bromobenzyl)-1H-[1,2,3]triazol-4-ylmethyl ester